C(#N)C1=CC=2N(N=C1)C(=CC2)C2=CC(=C(C=N2)C2=NN=C(S2)C(=O)N2CCC(CC2)NC(C)=O)NC(C)C N-(1-(5-(6-(3-cyanopyrrolo[1,2-b]pyridazin-7-yl)-4-(isopropylamino)pyridin-3-yl)-1,3,4-thiadiazole-2-carbonyl)piperidin-4-yl)acetamide